2-methylpropylaminomethyl phosphonate P(OCNCC(C)C)([O-])=O